perfluoro-bicyclo[3.3.2]decane FC12C(C(C(C(C(C(C1(F)F)(F)F)(F)F)(C(C2(F)F)(F)F)F)(F)F)(F)F)(F)F